(R)-N-(1-(3-(difluoromethyl)-2-fluorophenyl)ethyl)-2-methyl-6-(1-methyl-1H-pyrazole-4-yl)pyrido[2,3-d]pyrimidin-4-amine FC(C=1C(=C(C=CC1)[C@@H](C)NC=1C2=C(N=C(N1)C)N=CC(=C2)C=2C=NN(C2)C)F)F